trifluoromethanesulfonic chloride FC(S(=O)(=O)Cl)(F)F